Cl.FC=1C=C2C(=COC(C2=CC1)C)NC (4S)-6-fluoro-N,1-dimethylisochromen-4-amine hydrochloride